C(CCC)C(COCC(=O)N(C1CCCCC1)C1CCCCC1)(COCC(=O)N(C1CCCCC1)C1CCCCC1)CC 2,2'-[(2-butyl-2-ethyl-1,3-propanediyl)bis(oxy)]bis[N,N-dicyclohexylacetamide]